9-(4-bromo-2,6-dimethyl-phenyl)-3-methoxy-3-azaspiro[5.5]undecane-8,10-dione BrC1=CC(=C(C(=C1)C)C1C(CC2(CCN(CC2)OC)CC1=O)=O)C